[Na+].C(CCCCCCCCCCCCCCC)(=O)N[C@@H](CCC(=O)[O-])C(=O)[O-].[Na+] N-palmitoyl-glutamic acid sodium salt